COC=1C=C(C=CC1OC)C1=CC=NC=2N1N=C(C2)C(=O)N2C[C@@H](N(CC2)C(C2=CC(=CC=C2)C)=O)C (S)-(7-(3,4-dimethoxyphenyl)pyrazolo[1,5-a]pyrimidin-2-yl)(3-methyl-4-(3-methylbenzoyl)piperazin-1-yl)methanone